BrC1=CC=2N(N=C1OCC1=NC=3CCN(CC3C=C1)C(=O)OC(C)(C)C)C(=NN2)C2=CC=C(C=C2)F Tert-butyl 2-(((7-bromo-3-(4-fluorophenyl)-[1,2,4]triazolo[4,3-b]pyridazin-6-yl)oxy)methyl)-7,8-dihydro-1,6-naphthyridine-6(5H)-carboxylate